CN1C(C=C(C=C1)C=1C=C(C=C2N=CC=NC12)C(=O)N)=O 8-(1-Methyl-2-oxo-1,2-dihydropyridin-4-yl)quinoxaline-6-carboxamide